C(C=C)(=O)N1C2C3=CC=CC(=C3C(C1)C2)C2=C1C=C(NC1=C(C=C2F)C(=O)N)C 4-(2-acryloyl-1,2,3,4-tetrahydro-1,4-methanoisoquinolin-5-yl)-5-fluoro-2-methyl-1H-indole-7-carboxamide